[Na+].NC(=O)[O-] aminocarboxylic acid sodium salt